2,6-dihexylthieno[2,3,4,5-lmn][3,8]phenanthroline-1,3,5,7(2H,6H)-tetraone C(CCCCC)N1C(C2=C3C4=C(C(N(C(C4=CC=C3C1=O)=O)CCCCCC)=O)S2)=O